6-bromo-7-(2-fluoro-5-methylphenyl)-1-(2-isopropyl-4-methylpyridin-3-yl)quinazoline-2,4(1H,3H)-dione BrC=1C=C2C(NC(N(C2=CC1C1=C(C=CC(=C1)C)F)C=1C(=NC=CC1C)C(C)C)=O)=O